5-(tert-butyl)-N-(2-methyl-4-(6-(1-(oxetan-3-yl)-1H-pyrazol-4-yl)pyrazolo[1,5-a]pyrazin-4-yl)benzyl)-1,2,4-oxadiazole-3-carboxamide C(C)(C)(C)C1=NC(=NO1)C(=O)NCC1=C(C=C(C=C1)C=1C=2N(C=C(N1)C=1C=NN(C1)C1COC1)N=CC2)C